N-(4-(4-(2-(4,4-difluoropiperidin-1-yl)-6-methylpyrimidin-4-yl)-1H-pyrazol-1-yl)-3-(6-azaspiro[2.5]octan-6-yl)phenyl)-1-hydroxypropane-2-sulfonamide FC1(CCN(CC1)C1=NC(=CC(=N1)C=1C=NN(C1)C1=C(C=C(C=C1)NS(=O)(=O)C(CO)C)N1CCC2(CC2)CC1)C)F